FC(S(=O)(=O)NC1=C(C=CC=C1)C1=CC=C2C(/C(/COC2=C1)=C/C1=CC=NC=C1)=O)(F)F (E)-1,1,1-trifluoro-N-(2-(4-oxo-3-(pyridin-4-ylmethylene)chroman-7-yl)phenyl)methanesulfonamide